tert-butyl 5-{2-[1-(3-chlorophenyl)pyrazol-4-yl]propanamido}-3-cyclopropylpyrazole-1-carboxylate ClC=1C=C(C=CC1)N1N=CC(=C1)C(C(=O)NC1=CC(=NN1C(=O)OC(C)(C)C)C1CC1)C